di(n-decyl) phosphate P(=O)(OCCCCCCCCCC)(OCCCCCCCCCC)[O-]